4-(2-(5-(2-fluorophenyl)-1,1-dioxido-1,2,5-thiadiazolidin-2-yl)acetamido)adamantan-1-carboxamide FC1=C(C=CC=C1)N1CCN(S1(=O)=O)CC(=O)NC1C2CC3(CC(CC1C3)C2)C(=O)N